C(C)(C)(C)OC(=O)N1C(C2=CC(=CC=C2CC1)C(C(=O)O)C)C (2-(tert-butoxycarbonyl)-1-methyl-1,2,3,4-tetrahydroisoquinolin-7-yl)propanoic acid